2,6-dimethyl-6H-[1,4]oxazine CC=1OC(C=NC1)C